CC(C)NC(=O)O[C@H]1C[C@H](CC1)C=1NN=C(C1)NC1=CC=C(C2=C1CCS2(=O)=O)F (1R,3S)-3-{5-[(7-fluoro-1,1-dioxo-2,3-dihydro-1λ6-benzothiophen-4-yl)amino]-2H-pyrazol-3-yl}cyclopentyl (prop-2-ylamino)methanoate